1-((1-(tert-Butoxycarbonyl)azetidin-3-yl)methyl)-5-((R)-2-((S)-2,2,7,10,10-pentamethyl-4,8-dioxo-3,6,9-trioxa-5-azaundec-7-yl)chroman-6-yl)pyridin-1-ium C(C)(C)(C)OC(=O)N1CC(C1)C[N+]1=CC=CC(=C1)C=1C=C2CC[C@@H](OC2=CC1)[C@](ONC(OC(C)(C)C)=O)(C(OC(C)(C)C)=O)C